7-Ethyl-4-(4-fluoro-3-(6-methoxy-2-(1-methylazetidin-3-yl)-2H-indol-5-yl)phenyl)-7H-imidazo[4,5-c]pyridazine C(C)N1C=NC2=C1N=NC=C2C2=CC(=C(C=C2)F)C2=CC1=CC(N=C1C=C2OC)C2CN(C2)C